[4,4-dimethyl-6-oxo-1-[(S)-pyridin-1-ium-3-yl-[(1R,2R)-2-[(2,2,7-trimethylchroman-4-yl)carbamoyl]cyclopropyl]methyl]hexahydropyrimidin-2-ylidene]ammonium CC1(NC(N(C(C1)=O)[C@@H]([C@H]1[C@@H](C1)C(NC1CC(OC2=CC(=CC=C12)C)(C)C)=O)C=1C=[NH+]C=CC1)=[NH2+])C